(1H-indol-3-yl)-N-[(3R)-3-piperidyl]imidazo[2,1-f][1,2,4]triazin-2-amine N1C=C(C2=CC=CC=C12)C1=NC(=NN2C1=NC=C2)N[C@H]2CNCCC2